(S)-4-(trifluoromethyl)-5-((1-((7-(5-(trifluoromethyl)pyridin-2-yl)-5,6,7,8-tetrahydro-[1,2,4]triazolo[1,5-a]pyrazin-2-yl)methoxy)propan-2-yl-1,1-d2)amino)pyridazin-3(2H)-one FC(C=1C(NN=CC1N[C@H](C([2H])([2H])OCC1=NN2C(CN(CC2)C2=NC=C(C=C2)C(F)(F)F)=N1)C)=O)(F)F